C1=CC=CC=2C3=CC=CC=C3C(C12)COC(=O)N[C@H](C(=O)OC)CCC1=CC=C(C=C1)OC Methyl (S)-2-((((9H-fluoren-9-yl)methoxy)carbonyl)amino)-4-(4-methoxyphenyl)butanoate